2-(((2,6-diisopropylphenoxy)carbonyl)oxy)-N-((((2,6-diisopropylphenoxy)carbonyl)oxy)methyl)-N,N-dimethylethan-1-aminium iodide [I-].C(C)(C)C1=C(OC(=O)OCC[N+](C)(C)COC(=O)OC2=C(C=CC=C2C(C)C)C(C)C)C(=CC=C1)C(C)C